FC=1C=C2C(=NC1)NC=C2C2=NN1C(C(=N2)N[C@@H]2[C@H](C3CCC2CC3)C(=O)O)=CC=C1C=C (1R,2S,3S,4R)-3-((2-(5-fluoro-1H-pyrrolo[2,3-b]pyridin-3-yl)-7-vinylpyrrolo[2,1-f][1,2,4]triazin-4-yl)amino)bicyclo[2.2.2]octane-2-carboxylic acid